(S)-N-((1H-pyrrolo[3,2-c]pyridine-2-yl)methyl)-2-(3-((1-(dibenzo[b,d]furan-2-yl)ethyl)amino)-2-oxopyrazin-1(2H)-yl)acetamide N1C(=CC=2C=NC=CC21)CNC(CN2C(C(=NC=C2)N[C@@H](C)C2=CC1=C(OC3=C1C=CC=C3)C=C2)=O)=O